ClC1=NC=C2C(=N1)N(N=C2)[C@@H]2C[C@H](CCC2)C(=O)OC methyl (1S,3S)-3-(6-chloro-1H-pyrazolo[3,4-d]pyrimidin-1-yl)cyclohexane-1-carboxylate